methyl phenylformylbutyrate benzenesulfonyl hydrazone C1(=CC=CC=C1)S(=O)(=O)NN=C(C(CC)C(=O)C1=CC=CC=C1)OC